C12NC(C1)C2 2-azabicyclo[1.1.1]Pentane